C(C)(=O)C1=C(C(=O)OC(C)(C)CC(C)(C)C)C=CC=C1 tert-octyl 2-acetylbenzoate